OC1(CC1)C=1NC(=NN1)C1CC2(CN(C2)C(=O)N2CC3(C2)CC(C3)OC3=NC=C(N=C3)C(F)(F)F)C1 [6-[5-(1-hydroxycyclopropyl)-4H-1,2,4-triazol-3-yl]-2-azaspiro[3.3]heptan-2-yl]-[6-[5-(trifluoromethyl)pyrazin-2-yl]oxy-2-azaspiro[3.3]heptan-2-yl]methanone